N-(benzylsulfonyl)-5-(6-(difluoromethoxy)pyridin-2-yl)-4-(2,6-dimethoxyphenyl)-4H-1,2,4-triazole-3-carboxamide C(C1=CC=CC=C1)S(=O)(=O)NC(=O)C1=NN=C(N1C1=C(C=CC=C1OC)OC)C1=NC(=CC=C1)OC(F)F